C(C1=CC=CC=C1)OC(=O)NCC(CCCC(C(=O)OC)(C)C1=CC(=CC=C1)I)O[Si](C)(C)C(C)(C)C methyl 7-(((benzyloxy)-carbonyl)amino)-6-((tert-butyldimethylsil-yl)oxy)-2-(3-iodophenyl)-2-methylheptanoate